2-isopropoxy-4,4,5,5-tetramethyl-1,3,2-dioxaborolan C(C)(C)OB1OC(C(O1)(C)C)(C)C